BrC1=C(C(=O)OC)C=CC(=C1)C(N=[N+]=[N-])N=[N+]=[N-] methyl 2-bromo-4-(bisazido)methylbenzoate